C12(CC(C1)C2)N2N=NC(=C2)C(=O)OCC Ethyl 1-(Bicyclo[1.1.1]pentan-1-yl)-1H-1,2,3-Triazole-4-Carboxylate